C(C)(C)O[C@H](CCCC(=O)C1=CN=C2C(=N1)N(C(=C2)C(C(F)(F)F)(C)C)C)[C@H]2N(C(OC2)(C)C)C(=O)OC(C)(C)C tert-Butyl (4S)-4-[(1R)-1-isopropoxy-5-[5-methyl-6-(2,2,2-trifluoro-1,1-dimethyl-ethyl)pyrrolo[2,3-b]pyrazin-3-yl]-5-oxo-pentyl]-2,2-dimethyl-oxazolidine-3-carboxylate